(S)-3-(4-(2-(3-(aminomethyl)isoxazole-4-carboxamido)-2-cyclohexylacetamido)phenyl)-2,4-dimethylpyridine 1-oxide NCC1=NOC=C1C(=O)N[C@H](C(=O)NC1=CC=C(C=C1)C=1C(=[N+](C=CC1C)[O-])C)C1CCCCC1